(4R,5S,6R)-6-((R)-1-(2,2-Difluoroacetamido)ethyl)-3-((3S,5S)-5-((S)-3-hydroxypyrrolidine-1-carbonyl)pyrrolidin-3-ylthio)-4-methyl-7-oxo-1-azabicyclo[3.2.0]hept-2-ene-2-carboxylic acid FC(C(=O)N[C@H](C)[C@@H]1[C@H]2[C@H](C(=C(N2C1=O)C(=O)O)S[C@@H]1CN[C@@H](C1)C(=O)N1C[C@H](CC1)O)C)F